2-fluoro-4'-(((4-oxocyclohexyl)methyl)sulfonyl)-3'-(trifluoromethyl)-[1,1'-biphenyl]-4-carbonitrile FC1=C(C=CC(=C1)C#N)C1=CC(=C(C=C1)S(=O)(=O)CC1CCC(CC1)=O)C(F)(F)F